IC=1N=C(N2C1C(=NC=C2)N)C(C)C 1-iodo-3-isopropylimidazo[1,5-a]pyrazin-8-amine